Cl.FC=1C=C(C(=O)O)C=CC1C1(CC1)NC(=O)C1(CCOCC1)N(CCOC1=CC=CC=C1)C 3-Fluoro-4-[1-[[4-[methyl(2-phenoxyethyl)amino]tetrahydropyran-4-carbonyl]amino]cyclopropyl]benzoic acid, hydrochloride